ClC1=NC2=CC=CC=C2C(=C1)C(=O)NC1=CC(=CC=C1)S(N(C1=CC=CC=C1)C)(=O)=O 2-chloro-N-(3-(N-methyl-N-phenylsulfamoyl)phenyl)quinoline-4-carboxamide